7-((5-fluoro-2-((4-morpholinophenyl)amino)pyrimidin-4-yl)amino)-N-hydroxyheptanamide FC=1C(=NC(=NC1)NC1=CC=C(C=C1)N1CCOCC1)NCCCCCCC(=O)NO